FC1(CN(CC1OC1=NC=C(C=C1)OC(C(F)(F)F)(F)F)C=1C=2N(N=C(C1)C=1C(NC(NC1)=O)=O)C=CN2)F 5-(8-(3,3-difluoro-4-((5-(perfluoroethoxy)pyridin-2-yl)oxy)pyrrolidin-1-yl)imidazo[1,2-b]pyridazin-6-yl)pyrimidine-2,4(1H,3H)-dione